tert-butyl 2-[(3-hydroxybenzoyl)amino]acetate OC=1C=C(C(=O)NCC(=O)OC(C)(C)C)C=CC1